(4aS,9aR)-7-(difluoromethoxy)-2,3,4,4a,9,9a-hexahydroindeno[2,1-b][1,4]oxazine hydrochloride Cl.FC(OC1=CC=2C[C@H]3OCCN[C@H]3C2C=C1)F